CC(C)[Si](OC1=C(C=CC=C1)CO)(C(C)C)C(C)C (2-{[tris(propan-2-yl)silyl]oxy}phenyl)methanol